C(C)(C)(C)OC(=O)N1C[C@H](N(CC1)C1=NC=C(C=C1F)Br)CO (S)-4-(5-bromo-3-fluoropyridin-2-yl)-3-(hydroxymethyl)piperazine-1-carboxylic acid tert-butyl ester